NC1=CC=CC(=N1)S(=O)(=O)NC(=O)C=1C(=NC(=CC1)C=1C=NC(=CC1)OC(C)C)N1C[C@H](CCC1)C N-[(6-Amino-2-pyridyl)sulfonyl]-6-(6-isopropoxy-3-pyridyl)-2-[(3S)-3-methyl-1-piperidyl]pyridin-3-carboxamid